[11-(3,4-Dichlorobenzoyl)-5,6,9,10,11,12-hexahydro-4H-[1,2]oxazolo[3,4-c]pyrido[4',3':3,4]-pyrazolo[1,5-a]azepin-5-yl](morpholin-4-yl)methanone ClC=1C=C(C(=O)N2CC=3C(=NN4C3C=3C(CC(C4)C(=O)N4CCOCC4)=CON3)CC2)C=CC1Cl